C(C)OC(=O)N(C(C(=O)OCC)CC1=CC=C(C=C1)I)CCC(C)C ethyl 2-((ethoxycarbonyl)(isopentyl)amino)-3-(4-iodophenyl)propanoate